C(C)SC1=NC(=CC(=C1C(=O)NCC1=CC(=CC=C1)F)C)NC 2-Ethylsulfanyl-N-[(3-fluorophenyl)-methyl]-4-methyl-6-methylamino-pyridine-3-carboxylic acid amide